fluoranthen-3,10-diamine C1=CC(=C2C=CC=C3C4=CC=CC(=C4C1=C23)N)N